1-(3-fluoro-4-(piperazin-1-yl)benzyl)-3-(4-(2-(4-methoxyphenyl)propan-2-yl)thiazol-2-yl)urea FC=1C=C(CNC(=O)NC=2SC=C(N2)C(C)(C)C2=CC=C(C=C2)OC)C=CC1N1CCNCC1